3-(1-(4-fluorophenyl)ethyl)-5-(1-methyl-1H-imidazol-2-yl)-N-(2-(pyrrolidin-1-yl)ethyl)pyrazin-2-amine FC1=CC=C(C=C1)C(C)C=1C(=NC=C(N1)C=1N(C=CN1)C)NCCN1CCCC1